1,4-dioxa-7,9-diphenyl-8-[2,6-bis(2-methylphenyl)phenyl]-8-phospha-spiro[4.5]decane C1(=CC=CC=C1)C1CC2(OCCO2)CC(P1C1=C(C=CC=C1C1=C(C=CC=C1)C)C1=C(C=CC=C1)C)C1=CC=CC=C1